(2-([1,1'-biphenyl]-2-yloxy)ethyl)bicyclo[2.2.1]hept-2-ene C1(=C(C=CC=C1)OCCC12C=CC(CC1)C2)C2=CC=CC=C2